[Na+].[Na+].C1(=CC=CC=2C(=CC=CC12)S(=O)(=O)[O-])S(=O)(=O)[O-] 1,5-naphthalenedisulfonic acid, disodium salt